N-((2S)-1-(2-(3-amino-3-oxopropyl)-2-(2-benzyloxyacetyl)hydrazinyl)-4-methyl-1-oxopentan-2-yl)-4-Methoxy-1H-indole-2-carboxamide NC(CCN(NC([C@H](CC(C)C)NC(=O)C=1NC2=CC=CC(=C2C1)OC)=O)C(COCC1=CC=CC=C1)=O)=O